C(C1=CC=CC=C1)N(C(O)=O)C1CCC=2C=C(C=NC2C1)N.N1CCC(=CC1)C=1C=C2C=C(C=CN2C1)C(=O)N 2-(1,2,3,6-tetrahydropyridin-4-yl)indolizine-7-carboxamide benzyl-(3-amino-5,6,7,8-tetrahydroquinolin-7-yl)carbamate